N-cyclobutyl-2-(2-phenyl-1,2,3,4-tetrahydroquinolin-6-yl)acetamide C1(CCC1)NC(CC=1C=C2CCC(NC2=CC1)C1=CC=CC=C1)=O